CC(C[C@@H](C(N[C@@H](C[C@H]1C(NCC1)=O)C(COC1=C(C(=CC(=C1F)F)F)F)=O)=O)NC(C(=O)NC1=C(C=CC=C1)C)=O)C N1-((S)-4-methyl-1-oxo-1-(((S)-3-oxo-1-((S)-2-oxopyrrolidin-3-yl)-4-(2,3,5,6-tetrafluoro-phenoxy)butan-2-yl)amino)pentan-2-yl)-N2-(o-tolyl)oxalamide